C(C1CO1)CCCOOO[SiH3] 3-(2,3-epoxypropyl)propyl-trioxysilane